5-((9H-carbazol-3-yl)chloromethyl)-3-(4-(dimethylamino)phenyl)oxazolidine-2,4-dione C1=CC(=CC=2C3=CC=CC=C3NC12)C(C1C(N(C(O1)=O)C1=CC=C(C=C1)N(C)C)=O)Cl